11-[4-[3-[(5-methoxycarbonyl-2-pyridyl)oxy]phenyl]triazol-1-yl]undecanoic acid COC(=O)C=1C=CC(=NC1)OC=1C=C(C=CC1)C=1N=NN(C1)CCCCCCCCCCC(=O)O